1,4-dimethyl-6-(1-methyl-3,4,5,6,7,7a-hexahydro-2H-indol-3a-yl)phthalazine CC1=NN=C(C2=CC(=CC=C12)C12CCN(C2CCCC1)C)C